disodium disilicate [Si]([O-])([O-])(O)O.[Si](O)(O)(O)O.[Na+].[Na+]